1-methyl-4-(4-(4,4,5,5-tetramethyl-1,3,2-dioxaborolan-2-yl)-benzyl)piperazine CN1CCN(CC1)CC1=CC=C(C=C1)B1OC(C(O1)(C)C)(C)C